NC1=C2N=CN(C2=NC(=N1)I)C1CCC(CC1)C(=O)NC=1SC=2CN(CCC2N1)C 4-(6-amino-2-iodo-9H-purin-9-yl)-N-(5-methyl-4,5,6,7-tetrahydro[1,3]thiazolo[5,4-c]pyridin-2-yl)cyclohexanecarboxamide